tert-butyl (3-(6-(3-cyanopyrrolo[1,2-b]pyridazin-7-yl)-4-(isopropylamino)nicotinamido)-2,2-difluoropropyl)carbamate C(#N)C1=CC=2N(N=C1)C(=CC2)C2=NC=C(C(=O)NCC(CNC(OC(C)(C)C)=O)(F)F)C(=C2)NC(C)C